2-(6-fluoropyridin-3-yl)(3-2H)-9H-pyrrolo[2,3-b:4,5-c']dipyridine FC1=CC=C(C=N1)C1=C(C=C2C(=N1)NC1=C2C=NC=C1)[2H]